N[C@H](C)C1=CC(=CC=2C[C@](OC21)(C)CC#N)F 2-((R)-7-((R)-1-aminoethyl)-5-fluoro-2-methyl-2,3-dihydrobenzofuran-2-yl)acetonitrile